1-methyl-4-(4-methylpentyl)-3-cyclohexene-1-carbaldehyde CC1(CC=C(CC1)CCCC(C)C)C=O